2-(3-ethoxycarbonylpiperidin-1-yl)pyrimidin-5-ylboronic acid C(C)OC(=O)C1CN(CCC1)C1=NC=C(C=N1)B(O)O